2-(4-(((4-(4-Chloro-3-methylphenyl)-5-oxo-4,5-dihydro-1H-1,2,4-triazol-1-yl)methyl)thio)-2-methylphenoxy)-acetic acid ClC1=C(C=C(C=C1)N1C=NN(C1=O)CSC1=CC(=C(OCC(=O)O)C=C1)C)C